NC(C(=O)O)(CCCCB(O)O)CCN1CCC(CC1)C1=CC=C(C=C1)Cl 2-amino-6-borono-2-(2-(4-(4-chlorophenyl)piperidin-1-yl)ethyl)hexanoic acid